6-fluoro-1-(4-methylphenyl)-2,3,4,9-tetrahydro-1H-β-carboline FC=1C=C2C=3CCNC(C3NC2=CC1)C1=CC=C(C=C1)C